[N+](=O)([O-])CC(CC(=O)C1=CC=C(C=C1)C)C1=CC=CC=C1 4-nitro-3-phenyl-1-(p-tolyl)butan-1-one